OC1=C(C=C(C=C1)/C=C/C=O)OC (2E)-3-(4-hydroxy-3-methoxyphenyl)prop-2-enal